CC=C(C#N)C#N methylvinylidene cyanide